C1(CC1)C=1N=C(C(=NC1CC)C(=O)N)NC1=CC(=CC=C1)OCCCNC([C@H](C)NC)=O (S)-5-cyclopropyl-6-ethyl-3-((3-(3-(2-(methylamino)propanamido)propoxy)phenyl)amino)pyrazine-2-carboxamide